BrC=CCC1=CC=CC=C1 bromoallyl-benzene